4-(thiazol-2-yloxy)aniline S1C(=NC=C1)OC1=CC=C(N)C=C1